BrC1=CC(=C(OC=2C=CC(=C(C2)S(=O)(=O)Cl)OC)C(=C1)Cl)Cl 5-(4-bromo-2,6-dichloro-phenoxy)-2-methoxy-benzenesulfonyl chloride